FC1=C(C(=O)NC2=NC(=CC=C2)C=C2CCNCC2)C(=CC(=C1)F)F 2,4,6-trifluoro-N-(6-(piperidin-4-ylidenemethyl)pyridin-2-yl)benzamide